CN(CCC1=CNC2=CC=CC=C12)CC N-methyl-N-ethyl-tryptamine